(2-(3,4-Dihydroxyoxolan-2-yl)-2-hydroxy ethyl) octadec-9-enoate C(CCCCCCCC=CCCCCCCCC)(=O)OCC(O)C1OCC(C1O)O